C(C)OC(=C)C=1C(=NC=C(C1)F)N(CC1=CC=C(C=C1)OC)CC1=CC=C(C=C1)OC 3-(1-ethoxyvinyl)-5-fluoro-N,N-bis(4-methoxybenzyl)pyridin-2-amine